C1OCC12CCN(CC2)C=2C=CC=1N(N2)C(=CN1)C#CC=1C=NC=C(C(=O)NC2=CC(=C(C=C2)CN2CCN(CC2)C)C(F)(F)F)C1 5-((6-(2-Oxa-7-azaspiro[3.5]nonan-7-yl)imidazo[1,2-b]pyridazin-3-yl)ethynyl)-N-(4-((4-methylpiperazin-1-yl)methyl)-3-(trifluoromethyl)phenyl)nicotinamide